hexyl S-(4-isopropyl-1-methylcyclohex-3-en-1-yl)cysteinate C(C)(C)C1=CCC(CC1)(C)SC[C@H](N)C(=O)OCCCCCC